Tetradecan-7-ol CCCCCCC(CCCCCCC)O